C(C)(C)(C)N1N=C(C=C1NC(OCC1=CC=CC=C1)=O)[C@@H]1C[C@H]([C@@H](C1)C)O |r| rac-benzyl (1-(tert-butyl)-3-((1S,3R,4R)-3-hydroxy-4-methylcyclopentyl)-1H-pyrazol-5-yl)carbamate